2-(4-methoxyphenoxy)-N-(2-methylsulfanyl-ethyl)-N-phenylacetamide COC1=CC=C(OCC(=O)N(C2=CC=CC=C2)CCSC)C=C1